3-(4,4-dimethyltetrahydrofuran-3-yl)benzimidazole-5-carboxylate CC1(C(COC1)N1C=NC2=C1C=C(C=C2)C(=O)[O-])C